CC(=O)NC1=CC(=CC(=C1)C(F)(F)F)C(F)(F)F 3,5-bis(trifluoromethyl)acetanilide